methyl 5-[3-[(2S)-2-[(tert-butoxycarbonyl)amino]-4-carbamoylbutoxy]-phenyl]pentanoate C(C)(C)(C)OC(=O)N[C@H](COC=1C=C(C=CC1)CCCCC(=O)OC)CCC(N)=O